FC(OC[C@H]1N(C[C@H](C1)OC1=CC=C(C=C1)C(F)(F)F)C1=CC(=C(C(=O)O)C=C1)OC)F 4-((2S,4S)-2-((Difluoromethoxy)methyl)-4-(4-(trifluoromethyl)phenoxy)pyrrolidin-1-yl)-2-methoxybenzoic acid